NC1C(N(CCC1)C(=O)OC(C)C)COC1CC2CC2(CC1)C1=NC=C(C=N1)F Isopropyl 3-amino-2-(((6-(5-fluoropyrimidin-2-yl)bicyclo[4.1.0]heptan-3-yl)oxy)methyl)piperidine-1-carboxylate